cholesterol sebacate C(CCCCCCCCC(=O)O)(=O)O.CC(C)CCC[C@@H](C)[C@H]1CC[C@H]2[C@@H]3CC=C4C[C@@H](O)CC[C@]4(C)[C@H]3CC[C@]12C